OC[C@H](C)NC(=O)C=1C=C(C=C(C1)N1N=NN=C1CC(C)C)C1=CC=C(C=C1)C 5-(5-isobutyltetrazol-1-yl)-4'-methylbiphenyl-3-carboxylic acid ((S)-2-hydroxy-1-methylethyl)amide